OC=1C=C(C=CC1C1=NN=NN1)NC(CCCN1C(S\C(\C1=O)=C/C1=CC(=CC=C1)C)=O)=O (Z)-N-(3-hydroxy-4-(1H-tetrazol-5-yl)phenyl)-4-(5-(3-methylbenzylidene)-2,4-dioxothiazolidin-3-yl)butanamide